C(C)(C)(C)OC(=O)N[C@@]1(CN(CCCC1)C(=O)OC(C)(C)C)C=O (S)-tert-butyl 3-((tert-butoxycarbonyl) amino)-3-formylazepane-1-carboxylate